N-(2-(3,3-difluorocyclobutoxy)-5-(difluoromethyl)phenyl)-3-(3-fluoro-4-methylphenyl)-3-(1,2,4-thiadiazol-5-yl)pyrrolidine-1-carboxamide FC1(CC(C1)OC1=C(C=C(C=C1)C(F)F)NC(=O)N1CC(CC1)(C1=NC=NS1)C1=CC(=C(C=C1)C)F)F